α,γ,γ-trimethyl-α-vinyloxy-γ-butyrolactone CC1(C(=O)OC(C1)(C)C)OC=C